COC(NC1=NC=CC(=C1F)C1=CC(=C(C=C1)OC[C@@](CC(C)C)(C)N)C#N)=O (S)-(4-(4-((2-amino-2,4-dimethylpentyl)oxy)-3-cyanophenyl)-3-fluoropyridin-2-yl)carbamic acid methyl ester